ClC1=C(CO)C=CC=C1Cl 2,3-dichlorobenzyl alcohol